C(C)OC1=C(C=C(CCN)C=C1OC)OC 4-ethoxy-3,5-dimethoxy-phenethylamine